selenium (methyl-d3)p-methylphenyl-selenium C([2H])([2H])([2H])[Se]C1=CC=C(C=C1)C.[Se]